3,4-dimethyl-3-hexyl methacrylate C(C(=C)C)(=O)OC(CC)(C(CC)C)C